BrCC(=C)C 3-bromo-2-methylprop-1-ene